5-fluoro-1-((4aR,6R,7aS)-2-(4-fluoro-2-methylbenzyloxy)-2-oxotetrahydro-4H-furo[3,2-d][1,3,2]dioxaphosphorin-6-yl)pyrimidine-2,4(1H,3H)-dione FC=1C(NC(N(C1)[C@H]1C[C@@H]2OP(OC[C@H]2O1)(=O)OCC1=C(C=C(C=C1)F)C)=O)=O